O1CCC(CC1)C=O tetrahydro-pyran-4-carbaldehyde